5-Bromo-2-chloronicotinyl chloride BrC=1C=NC(=C(CCl)C1)Cl